1-(2-Chloro-3-(4-(2-((1-(methylsulfonyl)piperidin-4-yl)amino)-5-(trifluoromethyl)pyrimidin-4-yl)-1H-imidazol-1-yl)benzyl)-3-methylazetidin-3-ol ClC1=C(CN2CC(C2)(O)C)C=CC=C1N1C=NC(=C1)C1=NC(=NC=C1C(F)(F)F)NC1CCN(CC1)S(=O)(=O)C